FC1(C=C(C1)C=1NC=C(N1)CC1=CC=NC=C1)C#N (cis)-1-Fluoro-3-(4-(pyridine-4-ylmethyl)-1H-imidazol-2-yl)cyclobutene-1-carbonitrile